COC(C1CCN(CC1)C=1C=CC(=NC1)N)OC 5-(4-(dimethoxymethyl)piperidin-1-yl)pyridin-2-amine